diisopropoxybisacetylacetone C(C)(C)OCC(=O)C(C(C)=O)(C(C)=O)OC(C)C